tert-Butyl (3S)-3-(4-fluorophenyl)-5-hydroxypyrazolidine-1-carboxylate FC1=CC=C(C=C1)[C@H]1NN(C(C1)O)C(=O)OC(C)(C)C